ON=C(N)C1=CC2=C(N(C=N2)C[C@H]2OCC2)C=C1 N'-hydroxy-1-(((S)-oxetan-2-yl)methyl)-1H-benzo[d]imidazole-5-carboximidamide